BrC=1C=C(C=CC1)C1(CC(C1)=O)C1=NN=CN1CC 3-(3-bromophenyl)-3-(4-ethyl-4H-1,2,4-triazol-3-yl)cyclobutan-1-one